Cl.FC1(CNCCC1)F 3,3-difluoropiperidine hydrochloride